ClC1=C(C=C2C(=C(C(N(C2=N1)C=1C(=NC=CC1C)C(C)C)=O)C(=O)OC)O)F methyl 7-chloro-6-fluoro-4-hydroxy-1-(2-isopropyl-4-methylpyridin-3-yl)-2-oxo-1,2-dihydro-1,8-naphthyridine-3-carboxylate